(S)-1-(1-(cyclopropylmethyl)-1H-pyrazol-4-yl)-3-(3-(1-((2-ethyl-2H-pyrazolo[3,4-b]pyrazin-6-yl)amino)ethyl)phenyl)urea C1(CC1)CN1N=CC(=C1)NC(=O)NC1=CC(=CC=C1)[C@H](C)NC=1C=NC=2C(N1)=NN(C2)CC